(Z)-3-fluoro-4-(4-(pyrimidin-5-yl)-6-(trifluoromethyl)-1H-benzo[d]imidazol-1-yl)but-2-en-1-amine Hydrochloride Cl.F\C(=C/CN)\CN1C=NC2=C1C=C(C=C2C=2C=NC=NC2)C(F)(F)F